COC1=C(C(=O)C2=C(C(=O)O)C=CC=C2C)C=CC(=C1)C 2-(2-methoxy-4-methylbenzoyl)-3-methylbenzoic acid